C(C)(C)(C)[C@]12C[C@@H](C[C@H](CC1)N2)NC2=NC=C(C=C2N)Cl tert-Butyl-(1R,3r,5S)-3-((3-amino-5-chloropyridin-2-yl)amino)-8-azabicyclo[3.2.1]octane